N1=C(C=CC=C1)CNC(=O)NCC1=NC=CC=C1 1,3-bis(pyridin-2-ylmethyl)urea